tert-butyl (2R,4S)-4-methyl-2-(4-(trifluoromethyl)phenyl)piperidine-1-carboxylate C[C@@H]1C[C@@H](N(CC1)C(=O)OC(C)(C)C)C1=CC=C(C=C1)C(F)(F)F